1-aminoisoquinolin NC1=NC=CC2=CC=CC=C12